phenanthrene-3-acetate C1=CC(=CC=2C3=CC=CC=C3C=CC12)CC(=O)[O-]